C(#N)C1(CC(SC1)C(=S)O)C1=CC=CC=C1 4-cyano-4-phenylthiocarboxythiolane